(R)-N-(pyrrolidin-3-yl)-7-(trifluoromethyl)quinolin-5-amine hydrochloride Cl.N1C[C@@H](CC1)NC=1C=2C=CC=NC2C=C(C1)C(F)(F)F